OC1=C(C=C(C(=C1)N=C(C)N(C)C)O)N=C(C)N(C)C 2,5-dihydroxyl-p-phenylenebis(imino-N,N-dimethylethylamine)